2-(4-(1-(2,6-bis(benzyloxy)pyridin-3-yl)-3-methyl-2-oxo-2,3-dihydro-1H-benzo[d]imidazol-5-yl)-3-fluorophenyl)acetic acid C(C1=CC=CC=C1)OC1=NC(=CC=C1N1C(N(C2=C1C=CC(=C2)C2=C(C=C(C=C2)CC(=O)O)F)C)=O)OCC2=CC=CC=C2